silylazole C1=CNC(=C1)[Si]